N-(4-fluorobenzyl)pyridin-2-amine FC1=CC=C(CNC2=NC=CC=C2)C=C1